ClC1=CC=C(C=C1)C1(OCCC1)C1CCN(CC1)C(=O)C=1C=CC2=C(NC(CO2)=O)C1 6-[4-[2-(4-chlorophenyl)oxolan-2-yl]piperidine-1-carbonyl]-4H-1,4-benzoxazin-3-one